C[C@H]1C(=O)[C@H]([C@H]([C@H](O1)OP(=O)(O)OP(=O)(O)OC[C@@H]2[C@H](C[C@@H](O2)N3C=C(C(=O)NC3=O)C)O)O)O The molecule is a dTDP-sugar having 4-dehydro-beta-L-rhamnose as the sugar component. It is an intermediate in dTDP-rhamnose biosynthesis. It is a conjugate acid of a dTDP-4-dehydro-beta-L-rhamnose(2-).